COC(=O)CCCCCCCCCC=C Methyl decenoate